1-(5,6,7,8-tetrahydro-1,6-naphthyridin-2-yl)ethan-1-one hydrochloride Cl.N1=C(C=CC=2CNCCC12)C(C)=O